OC1=C(C=C(C(=O)O)C=C1C(C)C)C(C)C 4-Hydroxy-3,5-Diisopropylbenzoic Acid